NC1=NC=C(C2=C1C=NN2COCC[Si](C)(C)C)NC(C(N2[C@H](CC([C@@H](C2)C)OC)C2=CC=C(C=C2)F)=O)=O |r| N-[4-Amino-1-(2-trimethylsilylethoxymethyl)pyrazolo[4,3-c]pyridin-7-yl]-2-oxo-2-[rac-(2R,5R)-2-(4-fluorophenyl)-4-methoxy-5-methyl-1-piperidyl]acetamide